[C@@H]12NCCOC[C@H]2C1 (1R,7S)-5-oxa-2-azabicyclo[5.1.0]octan